C(C)C1=CC2=C(N=CS2)C=C1 6-ethylbenzo[d]thiazole